(E)-2-(9-(phenyloxy)non-2-en-1-yl)-6-methyl-1,3,6,2-dioxazaborocan-4,8-dione C1(=CC=CC=C1)OCCCCCC/C=C/CB1OC(CN(CC(O1)=O)C)=O